(S)-N-(1-(8-((2-fluoro-3-methyl-4-((1-methyl-1H-benzo[d][1,2,3]triazol-5-yl)oxy)phenyl)amino)pyrimido[5,4-d]pyrimidin-2-yl)azepan-4-yl)acrylamide FC1=C(C=CC(=C1C)OC1=CC2=C(N(N=N2)C)C=C1)NC1=NC=NC2=C1N=C(N=C2)N2CC[C@H](CCC2)NC(C=C)=O